Cl.N[C@H](CO)C#C (S)-2-amino-3-butyn-1-ol hydrogen chloride